C(C)(C)(C)OC(=O)N1[C@H](CN(CC1)C=1C=2N(C=C(C1)C=1C=NN(C1)C)N=CC2C#N)C (S)-4-(3-cyano-6-(1-methyl-1H-pyrazol-4-yl)pyrazolo[1,5-a]pyridin-4-yl)-2-methylpiperazine-1-carboxylic acid tert-butyl ester